OCCCCCCC=C(C(=O)O)C.C(C(=C)C)(=O)OCCCCCCO hydroxyhexyl methacrylate (hydroxyhexyl methacrylate)